CCOC(=O)CC(CC(=O)OCC)(OC(C)=O)C(=O)OCC acetyltriethyl citrate